(S)-2-((S)-3,3-Difluorocyclopentyl)-2-(4-(2-methyl-2H-tetrazol-5-yl)phenyl)-N-(5,6,7,8-tetrahydro-4H-cyclohepta[d]thiazol-2-yl)acetamide FC1(C[C@H](CC1)[C@H](C(=O)NC=1SC2=C(N1)CCCCC2)C2=CC=C(C=C2)C=2N=NN(N2)C)F